O=C1NC(CCC1N1C(C2=CC=CC(=C2C1=O)C#CCOCCCCCNC(OC(C)(C)C)=O)=O)=O tert-butyl N-[5-[3-[2-(2,6-dioxo-3-piperidyl)-1,3-dioxo-isoindolin-4-yl]prop-2-ynoxy]pentyl]carbamate